(3-(2,5-dihydrofuran-2-yl)phenyl)methanol O1C(C=CC1)C=1C=C(C=CC1)CO